1,3-dibromo-4-(2-ethoxy)ethoxybenzene BrC1=CC(=C(C=C1)OCCOCC)Br